I(=O)(=O)O.N1=C(N)N=C(N)N=C1N Melamine iodate